(S)- or (R)-2-Cyclopropyl-7-(2-cyclopropyl-benzyl)-5-(2'-methoxy-4'-methyl-3,4,5,6-tetrahydro-2H-[1,3']bipyridinyl-4-yl)-4-methyl-2,4,5,7-tetrahydro-pyrazolo[3,4-d]pyrimidin-6-one C1(CC1)N1N=C2N(C(N([C@H](C2=C1)C)C1CCN(CC1)C=1C(=NC=CC1C)OC)=O)CC1=C(C=CC=C1)C1CC1 |o1:9|